C(C)C1=C(C=2C(=NC=CN2)N1C)C(=O)C1=CC=C(C=C1)O (6-ethyl-5-methyl-5H-pyrrolo[2,3-b]pyrazin-7-yl)(4-hydroxyphenyl)methanone